NC1=C2C(=C3C(=N1)C=C(N3)C(=O)N([C@@H]3CCCC=1C=CC=NC31)CC3=C(C=NC=C3F)F)COC2 (R)-5-amino-N-((3,5-difluoropyridin-4-yl)methyl)-N-(5,6,7,8-tetrahydroquinolin-8-yl)-6,8-dihydro-1H-furo[3,4-d]pyrrolo[3,2-b]pyridine-2-carboxamide